7-phenethoxy-N-((tetrahydro-2H-pyran-2-yl)oxy)chromane-2-carboxamide C(CC1=CC=CC=C1)OC1=CC=C2CCC(OC2=C1)C(=O)NOC1OCCCC1